4-((triisopropylsilyl)ethynyl)-1-((2-(trimethylsilyl)ethoxy)methyl)-1H-pyrrolo[2,3-b]pyridine-5-Formaldehyde C(C)(C)[Si](C(C)C)(C(C)C)C#CC1=C2C(=NC=C1C=O)N(C=C2)COCC[Si](C)(C)C